[Ce].[W].[Pt] platinum-tungsten-cerium